((2S,3R,4R,5R)-4-acetoxy-3-(2-hydroxyethyl)-5-(2-isobutyramido-6-oxo-1H-purin-9(6H)-yl)tetrahydrofuran-2-yl)methyl benzoate C(C1=CC=CC=C1)(=O)OC[C@H]1O[C@H]([C@@H]([C@@H]1CCO)OC(C)=O)N1C=2N=C(NC(C2N=C1)=O)NC(C(C)C)=O